C(C)OC(=O)C=1NC2=CC(=CC(=C2C1)NC1=CC(=C(C=C1)F)C1=CSC=C1)NC(C)=O 4-((4-fluoro-3-(thien-3-yl)phenyl)amino)-6-acetylamino-1H-indole-2-carboxylic acid ethyl ester